praseodymium oxide sulfide [O-2].[O-2].[S-2].[Pr+3].[Pr+3]